C(C)N(C(=O)NC[C@@H]1NC(COC1)=O)[C@H](C)C1=CC(=CC=C1)C=1N=C(C=2N(C1)C=CN2)OC 1-ethyl-1-((R)-1-(3-(8-methoxyimidazo[1,2-a]pyrazin-6-yl)phenyl)ethyl)-3-(((S)-5-oxomorpholin-3-yl)methyl)urea